2-((2-((5-fluoro-2-methylphenyl)amino)-2-oxoethyl)amino)-N-(furan-2-ylmethyl)benzamide FC=1C=CC(=C(C1)NC(CNC1=C(C(=O)NCC=2OC=CC2)C=CC=C1)=O)C